ClC=1C=2C(N=C3N(C2C=CC1)C1=CC=C(C=C1C3(C)C)C3CCN(CC3)C3CC(C3)C(=O)OC)=O methyl 3-(4-(4-chloro-7,7-dimethyl-5-oxo-5,7-dihydroindolo[1,2-a]quinazolin-9-yl)piperidin-1-yl)cyclobutane-1-carboxylate